N1C(=CC=C1C=O)C=O 1H-pyrrole-2,5-dicarbaldehyde